NC1=C(C=NC(=C1)C(F)(F)F)C=CC(=O)OCC ethyl 3-(4-amino-6-(trifluoromethyl)pyridin-3-yl)acrylate